C(C(C)C)(=O)O.O=CC1=CC(OCC)=C(O)C=C1 Ethylvanillin isobutyrate